2,4-diamino-4-chlorophenylacetic acid-isopropyl ester C(C)(C)OC(CC1=C(CC(C=C1)(Cl)N)N)=O